6-((6,6-difluoro-3-azabicyclo[3.1.1]heptan-3-yl)methyl)-2-(3-(3-((4-methyl-4H-1,2,4-triazol-3-yl)methyl)oxetan-3-yl)phenyl)-4-(trifluoromethyl)isoindolin-1-one FC1(C2CN(CC1C2)CC2=CC(=C1CN(C(C1=C2)=O)C2=CC(=CC=C2)C2(COC2)CC2=NN=CN2C)C(F)(F)F)F